2,2-dimethoxy-4'-methylacetophenone COC(C(=O)C1=CC=C(C=C1)C)OC